C1(=CC=CC=C1)NC1=CC=CC2=CC=CC=C12 N-Phenyl-α-naphthylamin